2-Chloro-4-(3-fluoro-4-(1-(methyl-d3)-4-(trifluoromethyl)-1H-imidazol-2-yl)benzyl)pyrido[3,2-d]pyrimidine ClC=1N=C(C2=C(N1)C=CC=N2)CC2=CC(=C(C=C2)C=2N(C=C(N2)C(F)(F)F)C([2H])([2H])[2H])F